N1(CCCC1)C1=CC=C(CN2C[C@@H](C([C@@H](C2)O)O)O)C=C1 (3S,4r,5R)-1-(4-(pyrrolidin-1-yl)benzyl)piperidine-3,4,5-triol